CC(CC1=CC=C(C=C1)SC)(C)N1CCOCC1 2-methyl-1-[4-(methylthio)phenyl]-2-morpholinopropan